4-((2-methylquinolin-4-yl)methyl)morpholine CC1=NC2=CC=CC=C2C(=C1)CN1CCOCC1